ClC1=C(C=NN(C1=O)C)N[C@@H]1C[C@@H](CN(C1)C)C1=CC=C(C(=O)N2CCC3(CC2)CCN(CC3)C3=C(C=C(C=C3)C3C(NC(CC3)=O)=O)OC)C=C1 3-[4-[3-[4-[(3R,5R)-5-[(5-chloro-1-methyl-6-oxo-pyridazin-4-yl)amino]-1-methyl-3-piperidyl]benzoyl]-3,9-diazaspiro[5.5]undecan-9-yl]-3-methoxy-phenyl]piperidine-2,6-dione